(2,6-dimethyl-4-(3-(4-(S-methylsulphonimidoyl)phenyl)-1H-pyrrolo[2,3-b]pyridin-5-yl)phenyl)morpholine CC1=C(C(=CC(=C1)C=1C=C2C(=NC1)NC=C2C2=CC=C(C=C2)S(=O)(=N)C)C)N2CCOCC2